Trans-4-(2-(5-(benzo[d]isothiazol-3-yl)-2,5-diazabicyclo[4.2.0]octane-2-yl)ethyl)cyclohexane-1-amine S1N=C(C2=C1C=CC=C2)N2CCN(C1CCC21)CC[C@@H]2CC[C@H](CC2)N